1-(5-(3-chloro-4-cyclopropylphenyl)-2,3-dihydro-1H-inden-1-yl)piperidine-4-carboxylic acid ClC=1C=C(C=CC1C1CC1)C=1C=C2CCC(C2=CC1)N1CCC(CC1)C(=O)O